azobisbutane N(=NCCCC)CCCC